BrC=1C=NC(=NC1)N1C[C@@H]2CNC3=NN=C(C=C3N2CC1)C1=C(C=CC=C1)O 2-[(10S)-12-(5-bromopyrimidin-2-yl)-1,5,6,8,12-pentazatricyclo[8.4.0.02,7]tetradeca-2,4,6-trien-4-yl]phenol